CN1CC(CC1)N1CCN(CC1)C1=CC=C(C=C1)B1OC(C(O1)(C)C)(C)C 1-(1-methylpyrrolidin-3-yl)-4-(4-(4,4,5,5-tetramethyl-1,3,2-dioxaborolan-2-yl)phenyl)piperazine